C(C)(C)(C)OC(=O)N[C@H](CC(C(=O)[O-])C)CC1=CC(=C(C=C1)O)NC(CCOCCOCCNC(CC)=O)=O (4R)-4-((tert-butoxycarbonyl) amino)-5-(4-hydroxy-3-(3-(2-(2-propionylaminoethoxy) ethoxy) propionamido) phenyl)-2-methylpentanoate